C1(=C(C=CC=C1)C=1C(=C2C3=C(C(=C(C4(C3=CC2=CC1)C=CC=C1C2=CC=CC=C2C=C14)N(C1=C(C=CC=C1)C1=CC=CC=4OC2=C(C41)C=CC=C2)C2=C(C=CC=C2)C2=CC=CC=C2)C2=CC=CC=C2)C=2C4(C1=CC3=CC=CC=C3C1=CC2C2=CC=CC=C2)C=CC=C2C1=CC=CC=C1C=C24)C2=C(C(=CC=4C1=CC=CC=C1CC24)C)C)C2=CC=CC=C2 (biphenylyl)(dimethylfluorenyl)(phenylspirobifluorenyl)(biphenylyl)(dibenzofuranylphenyl)(phenylspirobifluorenyl)amine